C(#N)[C@H]1N(CSC1)C(CNC(=O)C1=CC=NC2=CC=C(C=C12)N1CC(C1)OC(F)(F)F)=O (R)-N-(2-(4-Cyanothiazolidin-3-yl)-2-oxoethyl)-6-(3-(trifluoromethoxy)-azetidin-1-yl)quinoline-4-carboxamide